3-bromo-5-chloro-2-(4-fluorophenyl)pyrazolo[1,5-a]Pyrimidine BrC=1C(=NN2C1N=C(C=C2)Cl)C2=CC=C(C=C2)F